NC1=C2C(=NC=N1)N(N=C2C2=CC=C(C=C2)OC2=CC=CC=C2)[C@H]2CN(CCC2)C(=O)NCCN2CCN(CC2)C=2C=C1C(N(C(C1=CC2)=O)C2C(NC(CC2)=O)=O)=O (3R)-3-(4-amino-3-(4-phenoxyphenyl)-1H-pyrazolo[3,4-d]pyrimidin-1-yl)-N-(2-(4-(2-(2,6-dioxopiperidin-3-yl)-1,3-dioxoisoindolin-5-yl)piperazin-1-yl)ethyl)piperidine-1-carboxamide